(S)-8-((5-methyl-1H-indazol-4-yl)oxy)-2-((1-methylpyrrolidin-2-yl)methoxy)-4-(piperazin-1-yl)quinoline-3-carbonitrile CC=1C(=C2C=NNC2=CC1)OC=1C=CC=C2C(=C(C(=NC12)OC[C@H]1N(CCC1)C)C#N)N1CCNCC1